Ethyl 3-amino-6-(4-chloro-2-fluoro-3-methoxyphenyl)-4-ethoxypicolinate NC=1C(=NC(=CC1OCC)C1=C(C(=C(C=C1)Cl)OC)F)C(=O)OCC